5-(2-hydroxyethyl)oxazolidin-2-one OCCC1CNC(O1)=O